CN1C2=C(NC1=O)N(C(=O)NC2=O)C The molecule is an oxopurine that is 7,9-dihydro-1H-purine-2,6,8(3H)-trione substituted by methyl groups at N-3 and N-7. It has a role as a metabolite and a mouse metabolite. It derives from a 7,9-dihydro-1H-purine-2,6,8(3H)-trione. It is a conjugate acid of a 3,7-dimethylurate anion.